1-oleoyl-2-stearoyl-sn-glycero-3-phosphocholine C(CCCCCCC\C=C/CCCCCCCC)(=O)OC[C@@H](OC(CCCCCCCCCCCCCCCCC)=O)COP(=O)([O-])OCC[N+](C)(C)C